4-((5-(benzo[b]thiophen-3-yl)-1H-pyrazol-3-yl)amino)-3-methylphenol S1C2=C(C(=C1)C1=CC(=NN1)NC1=C(C=C(C=C1)O)C)C=CC=C2